({5-[({[4-methyl-2-(piperidin-1-yl)phenyl](5-methylfuran-2-yl)methyl}carbamoyl)methyl]-1H-indol-3-yl}methyloxy)phosphonic acid CC1=CC(=C(C=C1)C(C=1OC(=CC1)C)NC(=O)CC=1C=C2C(=CNC2=CC1)COP(O)(O)=O)N1CCCCC1